CN1CCN(CC1)C(=O)OC1CCC2C3CCC4CCCC4C3CCC2=C1 2,3,6,7,8,9,10,11,12,13,14,15,16,17-tetradecahydro-1H-cyclopenta[a]phenanthren-3-yl 4-methylpiperazine-1-carboxylate